tert-butyl N-{9-[(2R,3S,4R,5R)-4-[(tert-butyldimethylsilyl)oxy]-5-{[(tert-butyldimethylsilyl)oxy]methyl}-3-chloro-3-fluorooxolan-2-yl]-6-(methylamino)purin-2-yl}carbamate [Si](C)(C)(C(C)(C)C)O[C@H]1[C@]([C@@H](O[C@@H]1CO[Si](C)(C)C(C)(C)C)N1C2=NC(=NC(=C2N=C1)NC)NC(OC(C)(C)C)=O)(F)Cl